(+-)-4-Isopropenyl-1-methylcyclohexene C(=C)(C)[C@H]1CC=C(CC1)C |r|